C1(CC1)C1=NC=NC(=C1C=1N=CC2=C(N1)N(C(C=C2)=O)CC2=CC=C(C=C2)CN2CC(CC2)(F)F)OC 2-(4-cyclopropyl-6-methoxypyrimidin-5-yl)-8-(4-((3,3-difluoropyrrolidin-1-yl)methyl)benzyl)pyrido[2,3-d]pyrimidin-7(8H)-one